BrC1=C(SC(=C1Br)CC)S(=O)(=O)NC(=N)NC 1-[(3,4-dibromo-5-ethyl-2-thienyl)sulfonyl]-3-methyl-guanidine